benzopentalen C1=CC=C2C3=C(C=C12)C=CC=C3